C1(=CC=C(C=C1)C(=O)[C@]([C@](C(=O)O)(O)C(=O)C1=CC=C(C=C1)C)(O)C(=O)O)C.C(#N)C1=CC(=C(C=C1)[C@@H]1C(=C(NC2=C(C=NC(=C12)OCC)C)C)C(=O)OCC1=CC=C(C=C1)C)OC (S)-4-methylbenzyl 4-(4-cyano-2-methoxy phenyl)-5-ethoxy-2,8-dimethyl-1,4-dihydro-1,6-naphthyridine-3-carboxylate di-p-toluoyl-L-tartaric acid salt